(S)-4-(1-(2-Chloro-4-(((2-hydroxypropyl)amino)methyl)phenyl)-1H-pyrazol-4-yl)-2-((1-(methylsulfonyl)piperidin-4-yl)amino)pyrimidine-5-carbonitrile ClC1=C(C=CC(=C1)CNC[C@H](C)O)N1N=CC(=C1)C1=NC(=NC=C1C#N)NC1CCN(CC1)S(=O)(=O)C